C1(=CC=C(C=C1)C(=O)O)C=1C(=CC=CC1)C1=CC=C(C=C1)C(=O)O terphenyl-4,4''-dicarboxylic acid